N-{2-[(4,4-difluoro-1-{4-[(1S)-1-{[7-oxo-8-(propan-2-yl)-7,8-dihydropyrido[2,3-d]pyrimidin-2-yl]amino}ethyl]phenyl}cyclohexyl)amino]-2-oxoethyl}prop-2-enamide FC1(CCC(CC1)(C1=CC=C(C=C1)[C@H](C)NC=1N=CC2=C(N1)N(C(C=C2)=O)C(C)C)NC(CNC(C=C)=O)=O)F